CC(C(=O)O)(C)N1C(N(C2=C(C1=O)C(=C(S2)C=2OC=CN2)C)C[C@@H](C2=CC=CC=C2)O[C@@H]2COCC2)=O 2-methyl-2-[5-methyl-6-(1,3-oxazol-2-yl)-2,4-dioxo-1-[(2R)-2-[(3S)-oxolan-3-yloxy]-2-phenylethyl]-1H,2H,3H,4H-thieno[2,3-d]pyrimidin-3-yl]propionic acid